secbutyl ether C(C)(CC)OC(C)CC